O=C1N(C(C[C@H](N1)CC=C)=O)C1CC2(CC(C2)OC2=NC=CC=C2C(=O)N)C1 2-{[(αR)-6-[(4R)-2,6-dioxo-4-(prop-2-en-1-yl)-1,3-diazinan-1-yl]-spiro[3.3]heptan-2-yl]oxy}pyridine-3-carboxamide